FC1=CC=C2C(CC(CC2=C1)C(=O)O)=O 7-fluoro-4-oxo-1,2,3,4-tetrahydronaphthalene-2-carboxylic acid